(6Z,19Z)-octacosa-6,19-dien-10-ol CCCCC\C=C/CCC(CCCCCCCC\C=C/CCCCCCCC)O